S=[Se] sulfur Selenide